dipyrrolo[1,2-c:2',1'-f][1,3,5,2]triazaborinine C1=CCN2BN3C(N=C21)=CC=C3